butenyl-octyl-phosphinic acid C(=CCC)P(O)(=O)CCCCCCCC